FC1=CC=C(COC2=C(C3=CC=CC=C3C=C2)CCN2CCCCC2)C=C1 (2-(4-Fluorobenzyloxy)-1-naphthylethyl)-piperidine